C1(CCC1)C(=O)NC(C(=O)O)CCN(CCCCC1=NC=2NCCCC2C=C1)CCOC1=CC=CC=C1 2-(cyclobutanecarbonylamino)-4-[2-phenoxyethyl-[4-(5,6,7,8-tetrahydro-1,8-naphthyridin-2-yl)butyl]amino]butanoic acid